[7-fluoro-2-(hydroxymethyl)indan-5-yl]-2-hydroxy-2-methyl-propanamide FC=1C=C(C=C2CC(CC12)CO)CC(C(=O)N)(C)O